COC(C(=O)N1C(CC[C@@H](C1)C)C=1C=C2CC3(C(NC2=CC1)=O)CC3)=O 2-((5S)-5-methyl-2-(2'-oxo-1',4'-dihydro-2'H-spiro[cyclopropane-1,3'-quinolin]-6'-yl)piperidin-1-yl)-2-oxoacetic acid methyl ester